Ferrocene tetrakis(pentafluorophenyl)borate dimethyl-terephthalate COC(C1=CC=C(C(=O)OC)C=C1)=O.FC1=C(C(=C(C(=C1[B-](C1=C(C(=C(C(=C1F)F)F)F)F)(C1=C(C(=C(C(=C1F)F)F)F)F)C1=C(C(=C(C(=C1F)F)F)F)F)F)F)F)F.[CH-]1C=CC=C1.[CH-]1C=CC=C1.[Fe+2]